Bis-ethylhexyloxy-phenol C(C)C1=C(C(=C(C=C1)O)OCCCCCC)CC